ClC1=C(C(=CC(=C1)CNC(C)C)F)N1C=NC(=C1)C1=NC(=NC=C1C(F)(F)F)N[C@H]1[C@@H](CN(CC1)S(=O)(=O)C)F 4-(1-(2-Chloro-6-fluoro-4-((isopropylamino)methyl)phenyl)-1H-imidazol-4-yl)-N-((3R,4R)-3-fluoro-1-(methylsulfonyl)piperidin-4-yl)-5-(trifluoromethyl)pyrimidin-2-amine